P(OC1=C(C=C(C=C1)C(C)(C)C)C(C)(C)C)(OC1=C(C=C(C=C1)C(C)(C)C)C(C)(C)C)OC1=C(C=C(C=C1)C(C)(C)C)C(C)(C)C tris(2,4-di-tertiary butylphenyl) phosphite